C[C@@H]1OC[C@@H](O1)C cis-2,4-dimethyl-1,3-dioxolane